(4-{6-amino-5-[1-(2,6-dichloro-3-fluoro-phenyl)-ethoxy]-pyridin-3-yl}-phenyl)-((S)-3-amino-pyrrolidin-1-yl)-methanone NC1=C(C=C(C=N1)C1=CC=C(C=C1)C(=O)N1C[C@H](CC1)N)OC(C)C1=C(C(=CC=C1Cl)F)Cl